ClC1=C(C=C(C=N1)C=1NC=C(N1)C#N)F 2-(6-chloro-5-fluoro-3-pyridinyl)-1H-imidazole-4-carbonitrile